ClC=1C=C(C=C(C1OC1=NC=C(C(=C1)CS(=O)(=O)C)O)Cl)N1N=C(C(NC1=O)=O)C(F)F 2-(3,5-dichloro-4-((5-hydroxy-4-((methylsulfonyl)methyl)pyridin-2-yl)oxy)phenyl)-6-(difluoromethyl)-1,2,4-triazine-3,5(2H,4H)-dione